(R,R)-aminoalcohol NO